molybdenum(IV) dioxide [Mo](=O)=O